NC1=NNC2=CC=C(C(=C12)C)C1=C(C=C(C=C1)S(=O)(=O)N[C@@H]1[C@@](CCC1)(C)O)C 4-(3-amino-4-methyl-1H-indazol-5-yl)-N-((1S,2S)-2-hydroxy-2-methylcyclopentyl)-3-methylbenzenesulfonamide